tert-butyl 3-(7-chloro-8-fluoro-2-((1-formylcyclopropyl)methoxy)pyrido[4,3-d]pyrimidin-4-yl)-3,8-diazabicyclo[3.2.1]octane-8-carboxylate ClC1=C(C=2N=C(N=C(C2C=N1)N1CC2CCC(C1)N2C(=O)OC(C)(C)C)OCC2(CC2)C=O)F